ClC=1C=C(C=CC1C(N(CC)CC)=O)NC(=O)C=1N(C=CN1)C N-[3-Chloro-4-(Diethylcarbamoyl)Phenyl]-1-Methyl-Imidazole-2-Carboxamide